C1=C(C=CC2=CC=CC=C12)OP(=O)(OC1=CC=C(C=C1)[N+](=O)[O-])N[C@@H](C)C(=O)OC(C)C isopropyl ((naphthalen-2-yloxy)(4-nitrophenoxy)phosphoryl)-L-alaninate